tert-butyl N-{1-[2-ethyl-7-({8-fluoro-2-methylimidazo[1,2-a]pyridin-6-yl} carbamoyl)indazol-4-yl]pyrrolidin-3-yl}-N-methylcarbamate C(C)N1N=C2C(=CC=C(C2=C1)N1CC(CC1)N(C(OC(C)(C)C)=O)C)C(NC=1C=C(C=2N(C1)C=C(N2)C)F)=O